diethyl-butyl-cyclohexanol C(C)C1(CCC(CC1)(O)CCCC)CC